N[C@]1(CC[C@H](OC1)C(=O)N1[C@H](C2=CC=CC=C2CC1)C1=CC=C(C=C1)F)CO ((2S,5R)-5-amino-5-(hydroxymethyl)tetrahydro-2H-pyran-2-yl)((S)-1-(4-fluorophenyl)-3,4-dihydroisoquinolin-2(1H)-yl)methanone